4-(2-dibenzofuranyl)phenylboronic acid C1=C(C=CC=2OC3=C(C21)C=CC=C3)C3=CC=C(C=C3)B(O)O